CN(C=1SC2=NC(=CC=C2N1)C1=CC2=CN(N=C2C=C1)C)C1CC(NC(C1)(C)C)(C)C N-Methyl-5-(2-methyl-2H-indazol-5-yl)-N-(2,2,6,6-tetramethylpiperidin-4-yl)[1,3]thiazolo[5,4-b]pyridin-2-amin